C(C)(C)(C)OC(=O)NCCOCCN1N=C(C2=C1C(N(CC2)CC2(CC2)S(=O)(=O)C2(CC2)C)=O)C(=O)O 1-(2-(2-((tert-Butoxycarbonyl)amino)ethoxy)ethyl)-6-((1-((1-methylcyclopropyl)sulfonyl)cyclopropyl)methyl)-7-oxo-4,5,6,7-tetrahydro-1H-pyrazolo[3,4-c]pyridine-3-carboxylic acid